O=C1NC(CCC1N1C(C2=CC=C(C=C2C1)CC1=NC=C(C=N1)C(=O)N)=O)=O ((2-(2,6-dioxopiperidin-3-yl)-1-oxoisoindol-5-yl)methyl)pyrimidine-5-carboxamide